N-{3',4'-dihydro-1'H-spiro[cyclopropane-1,2'-naphthalen]-5'-yl}-1,1-diphenylmethanimine C1C2(CCC3=C(C=CC=C13)N=C(C1=CC=CC=C1)C1=CC=CC=C1)CC2